1-benzyl-4-{3,5'-difluoro-2'-methoxy-[2,3'-bipyridyl]-5-yl}piperidine-4-carbonitrile C(C1=CC=CC=C1)N1CCC(CC1)(C#N)C=1C=C(C(=NC1)C=1C(=NC=C(C1)F)OC)F